(R)-3-(5-(3-((tert-butoxycarbonyl)amino)piperidin-1-yl)pyridin-2-yl)oxetane-3-carboxylic acid C(C)(C)(C)OC(=O)N[C@H]1CN(CCC1)C=1C=CC(=NC1)C1(COC1)C(=O)O